aminopropyltrimethoxytitanium(IV) NCCC[Ti](OC)(OC)OC